C1(CCCC1)NC1=NC=CC2=C1N=C(N=C2)NC2=C(C=C(C=C2)C=2C=NN(C2)C)OC N8-cyclopentyl-N2-(2-methoxy-4-(1-methyl-1H-pyrazol-4-yl)phenyl)pyrido[3,4-d]pyrimidine-2,8-diamine